FC=1C=C(C#N)C=CC1C=1NC=C(N1)C(F)(F)F 3-Fluoro-4-(4-(trifluoromethyl)-1H-imidazol-2-yl)benzonitrile